FC1=C(C=C(C(=C1)C(F)(F)F)F)NS(=O)(=O)C1=CNC=C1CC1=CC(=CC=C1)F N-[2,5-difluoro-4-(trifluoromethyl)phenyl]-4-[(3-fluorophenyl)methyl]-1H-pyrrole-3-sulfonamide